COC1=CC=C(CN(C2=NC(=NN3C2=NC=C3)\C=C\CCC)CC3=CC=C(C=C3)OC)C=C1 (E)-N,N-bis(4-methoxybenzyl)-2-(pent-1-en-1-yl)imidazo[2,1-f][1,2,4]triazin-4-amine